(2S)-3-[3-(1,3-Benzothiazol-2-yl)phenyl]-2-[(3R)-1-tert-butoxycarbonylpyrrolidin-3-yl]propanoic acid S1C(=NC2=C1C=CC=C2)C=2C=C(C=CC2)C[C@H](C(=O)O)[C@@H]2CN(CC2)C(=O)OC(C)(C)C